N-(2-(1-((2-(2,4-dioxotetrahydropyrimidin-1(2H)-yl)pyridin-4-yl)methyl)piperidin-4-yl)-5-(2-hydroxypropan-2-yl)benzo[d]thiazol-6-yl)-6-(trifluoromethyl)nicotinamide O=C1N(CCC(N1)=O)C1=NC=CC(=C1)CN1CCC(CC1)C=1SC2=C(N1)C=C(C(=C2)NC(C2=CN=C(C=C2)C(F)(F)F)=O)C(C)(C)O